[Fe].N1C(=NC=C1)Cl imidazolyl chloride iron